BrC=1C=NC=CC1 3-Bromo-pyridine